N-(4-Methoxyphenyl)-2-(3-(phenylsulfonyl)ureido)benzenesulfonamide COC1=CC=C(C=C1)NS(=O)(=O)C1=C(C=CC=C1)NC(=O)NS(=O)(=O)C1=CC=CC=C1